N-(2,3,6-trifluoro-4-((3-(2-(((3S,5S)-5-fluoropiperidin-3-yl)amino)pyrimidin-4-yl)pyridin-2-yl)oxy)phenyl)-1-(3-(trifluoromethyl)phenyl)methanesulfonamide FC1=C(C(=CC(=C1F)OC1=NC=CC=C1C1=NC(=NC=C1)N[C@@H]1CNC[C@H](C1)F)F)NS(=O)(=O)CC1=CC(=CC=C1)C(F)(F)F